tert-butyl 2-(pyridin-4-yl)morpholine-4-carboxylate N1=CC=C(C=C1)C1CN(CCO1)C(=O)OC(C)(C)C